O1CCOC12CC=C(CC2)C2=NC=CC(=N2)N 2-(1,4-Dioxaspiro[4.5]dec-7-en-8-yl)pyrimidin-4-amine